O=C1NCC(N1)=O oxoimidazolidin-4-one